FC1=CC(=CC2=C1N=C(O2)S)F 4,6-Difluoro-1,3-benzoxazole-2-thiol